FC(S(=O)(=O)OC1=CC(N(C2=CC=C(N=C12)Cl)C)=O)(F)F (6-chloro-1-methyl-2-oxo-1,5-naphthyridin-4-yl) trifluoromethanesulfonate